C(C)(C)[C@H]1CO[C@@]23CCN(C[C@H]3CCC(N21)=O)CCC2=CC=C(C=C2)C(F)(F)F (3S,7aR,11aR)-3-isopropyl-9-[2-[4-(trifluoromethyl)phenyl]ethyl]-2,3,6,7,7a,8,10,11-octahydrooxazolo[2,3-j][1,6]naphthyridin-5-one